CC1=C(C(=O)O)C=C(C(=C1)[N+](=O)[O-])[N+](=O)[O-] 2-Methyl-4,5-dinitro-benzoic acid